NCC(CC[Si](OC)(OC)OC)C 4-amino(3-methylbutyl)-trimethoxysilane